BrC1=CC=C(C=2C3=C(NC12)CCN(C3)C)C 6-Bromo-2,9-dimethyl-2,3,4,5-tetrahydro-1H-pyrido[4,3-b]indole